FC1=C(C=CC(=C1)F)N1C(=NN=C1)C1=CC=CC(=N1)N1CC=2C(=NC(=CC2C1=O)N(C)C(C)C)COC(NC)=O ((2-(6-(4-(2,4-difluorophenyl)-4H-1,2,4-triazol-3-yl)pyridin-2-yl)-6-(isopropyl (Methyl)amino)-1-oxo-2,3-dihydro-1H-pyrrolo[3,4-c]pyridin-4-yl)methyl)(methyl)carbamate